BrC=1C2N=C(C(=NC2C(=CC1)Br)C)C 5,8-dibromo-2,3-dimethyl-4a,8a-dihydroquinoxaline